N1(CCCCCC1)CCN1C(CCC2=CC(=CC=C12)OC)=O 1-[2-(azepan-1-yl)ethyl]-6-methoxy-3,4-dihydroquinolin-2(1H)-one